NC1=NC=2C=CC(=CC2C2=C1C=NN2C)C(=O)N(C2CCC1=CC(=CC=C21)C(F)(F)F)C2=NC=CC=N2 4-amino-1-methyl-N-(pyrimidin-2-yl)-N-(5-(trifluoromethyl)-2,3-dihydro-1H-inden-1-yl)-1H-pyrazolo[4,3-c]quinolin-8-carboxamide